5-Amino-3-[6-[2-[[3-(2,4-dichlorophenyl)isoxazol-5-yl]amino]-1-methyl-2-oxo-ethyl]-3-pyridyl]-1-isopropyl-pyrazole-4-carboxamide NC1=C(C(=NN1C(C)C)C=1C=NC(=CC1)C(C(=O)NC1=CC(=NO1)C1=C(C=C(C=C1)Cl)Cl)C)C(=O)N